FC1=C(C=C2C(=CN(C(C2=C1)=O)C1=C(C=CC=C1)C)C(C)C)C=1N=C(N(C1)C)[C@@H](C)O |o1:28| (R*)-7-Fluoro-6-(2-(1-hydroxyethyl)-1-methyl-1H-imidazol-4-yl)-4-isopropyl-2-(o-tolyl)isoquinolin-1(2H)-one